5-((5-bromopyridin-2-yl)methoxy)-1,3,4-thiadiazol-2-amine BrC=1C=CC(=NC1)COC1=NN=C(S1)N